Cl.O1N=C(C2=C1C=CC=C2)C2=C(C=CC=C2)[C@H](CC2=NC=C(C=C2)C#N)N (S)-1-[2-(Benzo[d]isoxazol-3-yl)phenyl]-2-(5-cyanopyridine-2-yl)ethan-1-amine hydrochloride